FC(C(F)(F)F)(C=1C=C(C=CC1)CC(=O)O)F 2-(3-(perfluoroethyl)phenyl)acetic acid